N-[4-(2-chloro-4-methylpyrimidin-5-yl)-3-{[(dimethylamino)methylene]sulfamoyl}phenyl]-2-(2-chlorophenyl)acetamide ClC1=NC=C(C(=N1)C)C1=C(C=C(C=C1)NC(CC1=C(C=CC=C1)Cl)=O)S(N=CN(C)C)(=O)=O